6-chlorobenzotriazol ClC=1C=CC2=C(NN=N2)C1